CCCCCCCC[C@H]1[C@H](O1)CCCCCCCC(=O)O The molecule is a 9,10-epoxyoctadecanoic acid in which the chiral centres at positions 9 and 10 have R- and S-configuration respectively. It is a conjugate acid of a (9R,10S)-9,10-epoxyoctadecanoate. It is an enantiomer of a (9S,10R)-epoxyoctadecanoic acid.